6-(2-(pyrrolidin-1-yl)ethoxy)-4-(4,4,5,5-tetramethyl-1,3,2-dioxaborolan-2-yl)pyrazolo[1,5-a]pyridine-3-carbonitrile N1(CCCC1)CCOC=1C=C(C=2N(C1)N=CC2C#N)B2OC(C(O2)(C)C)(C)C